CNC1=NC(=C(C=C1)N)[N+](=O)[O-] N2-methyl-6-nitropyridine-2,5-diamine